2-(2-Chloro-5-methylphenyl)-N-[4-(4-fluoro-1H-pyrazol-1-yl)-3-sulfamoylphenyl]acetamide ethyl-3-(1-methoxycyclopropyl)-3-oxopropanoate C(C)OC(CC(=O)C1(CC1)OC)=O.ClC1=C(C=C(C=C1)C)CC(=O)NC1=CC(=C(C=C1)N1N=CC(=C1)F)S(N)(=O)=O